BrC1=CC(=CC(=C1)C)SCC 4-bromo-2-ethylsulfanyl-6-methyl-benzene